The molecule is a sulfoglycolipid in which alpha,alpha-trehalose, sulfated at the 2'-position, is acylated at the 2-position with palmitic acid, and at the 3-position with triacontanoic acid. It derives from an alpha,alpha-trehalose. CCCCCCCCCCCCCCCCCCCCCCCCCCCCCC(=O)O[C@H]1[C@@H]([C@H](O[C@@H]([C@@H]1OC(=O)CCCCCCCCCCCCCCC)O[C@@H]2[C@@H]([C@H]([C@@H]([C@H](O2)CO)O)O)OS(=O)(=O)O)CO)O